CC(C)OC(=O)C1(CC(C1)(OC)OC)C(=O)OC(C)C 3,3-dimethoxycyclobutane-1,1-dicarboxylic acid diprop-2-yl ester